(S)-1-(3-bromopyridin-2-yl)ethan-1-ol BrC=1C(=NC=CC1)[C@H](C)O